4-benzyl-4-(dimethylamino)cyclohexanone C(C1=CC=CC=C1)C1(CCC(CC1)=O)N(C)C